[Br-].CO[Si](CCCCCCCCOC1=C(C=C(C=C1)O)[P+](C1CCCCC1)(C1CCCCC1)C1CCCCC1)(C)C (2-[8-(methoxydimethylsilyl)octoxy]-5-hydroxyphenyl)tri(cyclohexyl)phosphonium bromide